molybdenum (glycinate) NCC(=O)[O-].[Mo+4].NCC(=O)[O-].NCC(=O)[O-].NCC(=O)[O-]